Cl.NCC1=C(C(=CC=C1N1CCOCC1)Cl)SC1=NC=CC=C1CO (2-{[2-(aminomethyl)-6-chloro-3-(morpholin-4-yl)phenyl]sulfanyl}pyridin-3-yl)methanol HCl salt